2-(dimethylamino)cyclopentan-1-one CN(C1C(CCC1)=O)C